N-(1-((2R,3S,4S,5R)-4-fluoro-3-hydroxy-5-(hydroxymethyl)tetrahydrofuran-2-yl)-2-oxo-1,2-dihydropyrimidin-4-yl)benzamide F[C@H]1[C@H]([C@@H](O[C@@H]1CO)N1C(N=C(C=C1)NC(C1=CC=CC=C1)=O)=O)O